Manganese(II) nitrate [N+](=O)([O-])[O-].[Mn+2].[N+](=O)([O-])[O-]